C(C)N(CCCNC(C1=CC(=CC=C1)NC1=CC(=CC=C1)C(=O)C1=NC=CC=C1)=O)CC N-(3-Diethylamino-propyl)-3-[3-(pyridoyl)-phenylamino]-benzamide